tert-butyl 4-(((benzyloxy) carbonyl) amino)-4-((1R,3r,5S)-6,6-difluorobicyclo[3.1.0]hexan-3-yl)-3-oxobutanoate C(C1=CC=CC=C1)OC(=O)NC(C(CC(=O)OC(C)(C)C)=O)C1C[C@H]2C([C@H]2C1)(F)F